1-methylpyrazine-2-one CN1C(C=NC=C1)=O